FC12CC3(CC(CC(C1)(C3)F)C2)C(=O)N2[C@H](CN(CC2)C(CNC(OC(C)(C)C)=O)=O)C tert-butyl N-[2-[(3S)-4-(3,5-difluoroadamantane-1-carbonyl)-3-methyl-piperazin-1-yl]-2-oxo-ethyl]carbamate